adenosine-di-phosphate P(=O)(O)(O)O.P(=O)(O)(O)O.[C@@H]1([C@H](O)[C@H](O)[C@@H](CO)O1)N1C=NC=2C(N)=NC=NC12